(S)-2-(4-bromothiophene-2-carboxamido)-N6-ethyl-N1-(1-(2-(2-adamantylamino)-2-oxoethyl)-2-oxo-1,2-dihydropyridin-3-yl)-5-oxohexanediamide BrC=1C=C(SC1)C(=O)N[C@H](C(=O)NC=1C(N(C=CC1)CC(=O)NC1C2CC3CC(CC1C3)C2)=O)CCC(C(=O)NCC)=O